NC=1C(=C2C(=NC1)N(C(=C2Br)Cl)COCC[Si](C)(C)C)NC2CC(C2)NC(OC(C)(C)C)=O tert-Butyl ((1S,3S)-3-((5-amino-3-bromo-2-chloro-1-((2-(trimethylsilyl)ethoxy)methyl)-1H-pyrrolo[2,3-b]pyridin-4-yl)amino)cyclobutyl)carbamate